2-hydroxy-3-methylbenzamide OC1=C(C(=O)N)C=CC=C1C